C(C1=CC=CC=C1)N1CC(C(C1)O)O 1-benzyl-3,4-pyrrolidindiol